6-(tert-butyldimethylsilyl)-2,4-bis(4-fluorobenzyl)-1,2,4-triazine-3,5(2H,4H)-dione [Si](C)(C)(C(C)(C)C)C=1C(N(C(N(N1)CC1=CC=C(C=C1)F)=O)CC1=CC=C(C=C1)F)=O